FC1=CC(=CC(=N1)C1(CCOCC1)CO)I (4-(6-fluoro-4-iodopyridin-2-yl)tetrahydro-2H-pyran-4-yl)methanol